isopentyl acrylate C(C=C)(=O)OCCC(C)C